2,6-dipentyl-pyridine octyl-decanoate C(CCCCCCC)OC(CCCCCCCCC)=O.C(CCCC)C1=NC(=CC=C1)CCCCC